FC(C1=CC=CC(=N1)NC(=O)C=1C(=CC=2N(C1)C=C(N2)[C@]21CO[C@@](CC2)(C1)C)OC(C)C)F N-(6-(difluoromethyl)pyridin-2-yl)-7-isopropoxy-2-((1S,4S)-1-methyl-2-oxabicyclo[2.2.1]heptan-4-yl)imidazo[1,2-a]pyridine-6-carboxamide